ClC=1C=C(C=CC1OCCCN1CC=2N(CC1)N=CN2)NC=2C1=C(N=CN2)NC=C1C1CCN(CC1)C(C=C)=O 1-(4-(4-((3-chloro-4-(3-(5,6-dihydro-[1,2,4]triazolo[1,5-a]pyrazin-7(8H)-yl)propoxy)phenyl)amino)-7H-pyrrolo[2,3-d]pyrimidin-5-yl)piperidin-1-yl)prop-2-en-1-one